tert-butyl 6-(dimethylphosphoryl)-1,4-oxazepan-4-carboxylate CP(=O)(C)C1CN(CCOC1)C(=O)OC(C)(C)C